(4R,5S)-4-(2-chloroethyl)-1-((1S)-cyclohex-2-enyl-(hydroxy)methyl)-5-methyl-6-oxo-2-azabicyclo[3.2.0]Heptane-3,7-dione ClCC[C@H]1C(NC2(C(C([C@@]12C)=O)=O)[C@@H](O)C1C=CCCC1)=O